SCC(SCCS)CSC(CSCCS)CS 4,7-dimercaptomethyl-1,11-dimercapto-3,6,9-Trithiaundecane